FC1=CC=C2C(=CNC2=C1)C([C@H]1N(CCC1)C)=O 6-fluoro-3-(methyl-prolyl)-1H-indole